8-methoxyimidazo[1,2-b]Pyridazine-7-carboxamide COC=1C=2N(N=CC1C(=O)N)C=CN2